[NH4+].[NH4+].C(C)[N+](C)(CC)CC triethylmethylammonium diammonium